O1COC2=C1C=CC(=C2)C(C[Se]C2=CC=CC=C2)N2S(C1=C(C2=O)C=CC=C1)(=O)=O 2-(1-(benzo[d][1,3]dioxol-5-yl)-2-(phenylselanyl)ethyl)benzo[d]isothiazol-3(2H)-one 1,1-dioxide